FC1=CC=C(C=C1)C1=NC(=NC=C1C=1C=C2C(=NC=NC2=CC1)C)NC(N(C)CCOC)=O 3-(4-(4-fluorophenyl)-5-(4-methylquinazolin-6-yl)pyrimidin-2-yl)-1-(2-methoxyethyl)-1-methylurea